BrC=1C=C(C=C2C=CNC12)N1C(NC2=C(C1=O)C1=C(S2)CCCCC1)=O 3-(7-Bromo-1H-indol-5-yl)-1,5,6,7,8,9-hexahydro-2H-cyclohepta[4,5]thieno[2,3-d]pyrimidine-2,4(3H)-dione